O1COC2=C1C=CC(=C2)C(C(C)N(C(CNC(OC(C)(C)C)=O)=O)C)=O tert-butyl (2-((1-(benzo[d][1,3]dioxol-5-yl)-1-oxopropan-2-yl)(methyl)amino)-2-oxoethyl)carbamate